ClC1=CC=CC(=C1C=NNC(C(CC)NC1=CC(=CC=C1)F)=O)O N'-(6-chloro-2-hydroxybenzylidene)-2-((3-fluorophenyl)amino)butanoyl-hydrazine